P(O)(O)O.C(C)(C)(C)C1=C(C(=CC(=C1)C(C)(C)C)C(C)(C)C)CC(CCCC)C(CCO)O (2,4,6-tri-t-butylphenyl-2-butyl-2-ethyl)-1,3-propanediol phosphite